bis(diphenylphosphino)(n-hexyl)amine C1(=CC=CC=C1)P(C1=CC=CC=C1)N(CCCCCC)P(C1=CC=CC=C1)C1=CC=CC=C1